CN(C=1N=NC(=C2C1C=NC=C2)C2=C(C=C(C=C2)C(F)(F)F)O)[C@H]2CN(CCC2)C (R)-2-(4-(Methyl(1-methylpiperidin-3-yl)amino)pyrido[3,4-d]pyridazin-1-yl)-5-(trifluoromethyl)phenol